[N+](=[N-])=C1C(C=CC2=CC=C(C=C12)C)=O 1-diazo-7-methylnaphthalene-2(1H)-one